2-((R)-2-(1-(7-(((R)-1-(2,4-dichlorophenyl)ethyl)amino)-2-methyl-2H-pyrazolo[4,3-d]pyrimidin-5-yl)azetidin-3-yl)morpholino)ethan-1-ol ClC1=C(C=CC(=C1)Cl)[C@@H](C)NC=1C=2C(N=C(N1)N1CC(C1)[C@H]1OCCN(C1)CCO)=CN(N2)C